C(CCCCC)OC(CCC#N)OCCCCCC 4,4-bis(hexyloxy)butyronitrile